C(#C)C=1C=CC=C2C=NN(C12)COCC[Si](C)(C)C 7-Ethynyl-1-{[2-(trimethylsilyl)ethoxy]methyl}indazole